N1(CCNCC1)C1=CC=C(C=C1)NC1=NC2=C(C=CC=C2C=N1)C1=NC=CC(=C1)NC(C)=O N-(2-(2-((4-(piperazin-1-yl)phenyl)amino)quinazolin-8-yl)pyridin-4-yl)acetamide